CN(C1=CC(=C(C=C1)C(F)(F)F)[N+](=O)[O-])C N,N-dimethyl-3-nitro-4-(trifluoromethyl)aniline